O[C@@H](C)C=1N(C=CN1)CC1=NOC(=C1)C1=CC=C(C=C1)C#CC=1C=CC(=NC1)CN1CC(C1)C(=O)N (S)-1-((5-((4-(3-((2-(1-hydroxyethyl)-1H-imidazol-1-yl)methyl)isoxazol-5-yl)phenyl)ethynyl)pyridin-2-yl)methyl)azetidine-3-carboxamide